2-methyl-4'-trifluoromethoxy-biphenyl-3-carboxylic acid [6-(cis-2,6-dimethyl-morpholin-4-yl)-pyridin-3-yl]-amide C[C@@H]1CN(C[C@@H](O1)C)C1=CC=C(C=N1)NC(=O)C=1C(=C(C=CC1)C1=CC=C(C=C1)OC(F)(F)F)C